C(C)(C)(C)OC(=O)N1C2(CC(C1)C2)/C=N/S(=O)C(C)(C)C.OC2(CCCCC2)C(=O)C2=CC=CC=C2 (1-hydroxycyclohexyl)phenylketone tert-butyl-(E)-1-(((tert-butylsulfinyl)imino)methyl)-2-azabicyclo[2.1.1]hexane-2-carboxylate